ClC1=C(C=CC(=C1)S(=O)(=O)C)C 2-chloro-1-methyl-4-(methylsulfonyl)benzene